FC(CN([C@H]1CCC=2C=3C1=C1C(=NC3C=C(C2C)F)C2=CC3=C(C(N2C1)=O)COC([C@]3(O)CC)=O)C)F (1S,9S)-1-((2,2-difluoroethyl)(methyl)amino)-9-ethyl-5-fluoro-9-hydroxy-4-methyl-1,2,3,9,12,15-hexahydro-10H,13H-benzo[de]pyrano[3',4':6,7]indolizino[1,2-b]quinoline-10,13-dione